OC[C@H](C1=CC=CC=C1)NC1=NC(=NC=C1C(=O)NC(C)C)NC1=CC2=C(C=N1)C=NN2C(C)C (S)-4-((2-hydroxy-1-phenylethyl)amino)-N-isopropyl-2-((1-isopropyl-1H-pyrazolo[4,3-c]pyridin-6-yl)amino)pyrimidine-5-carboxamide